4-{[6-(5-chloro-2-fluorophenyl)-2H,3H,4H-pyrido[3,2-b][1,4]-oxazin-8-yl]amino}-N-[2-(dimethylamino)ethyl]pyridine-3-carboxamide ClC=1C=CC(=C(C1)C=1C=C(C=2OCCNC2N1)NC1=C(C=NC=C1)C(=O)NCCN(C)C)F